ClC=1C=C2C(=NC1OC)C(=C(N2)C2=NN=C(N2)C(C)(F)F)C=2C=NNC2 6-chloro-2-(5-(1,1-difluoroethyl)-4H-1,2,4-triazol-3-yl)-5-methoxy-3-(1H-pyrazol-4-yl)-1H-pyrrolo[3,2-b]pyridine